FC(C=1OC(=NN1)C=1C=NC(=CC1)COC1=NC=CC=C1F)F 2-(Difluoromethyl)-5-[6-[(3-fluoro-2-pyridinyl)oxymethyl]-3-pyridinyl]-1,3,4-oxadiazole